Cl.C(C)(C)(C)C1=NN(C(=C1)NC(=O)C1=CSC=2CNCCC21)C N-(3-(tert-butyl)-1-methyl-1H-pyrazol-5-yl)-4,5,6,7-tetrahydrothieno[2,3-c]pyridine-3-carboxamide hydrochloride